NC1=NC=CC2=C(C=CC=C12)C1=CC=C2CCC(C2=C1)OC1=C(C=C(C=C1)OC)CC(=O)O 2-((6-(1-aminoisoquinolin-5-yl)-2,3-dihydro-1H-inden-1-yloxy)-5-methoxyphenyl)acetic acid